2-[(1R)-6,7-dichloro-1-methyl-9-(methylsulfanyl)-1H,3H,4H,5H-pyrido[4,3-b]indole-2-carbonyl]-5-methoxypyrimidine ClC1=C(C=C(C=2C3=C(NC12)CCN([C@@H]3C)C(=O)C3=NC=C(C=N3)OC)SC)Cl